C1(=CC=CC2=CC=CC=C12)C(=O)N1CCN(CC1)C([C@H](CCCCNC(C=C)=O)N)=O (S)-N-(6-(4-(1-naphthoyl)piperazin-1-yl)-5-amino-6-oxohexyl)acrylamide